(S)-7-(benzo[d]thiazole-5-carbonyl)-1,3,7-triazaspiro[4.4]nonane-2,4-dione S1C=NC2=C1C=CC(=C2)C(=O)N2C[C@]1(C(NC(N1)=O)=O)CC2